(-)-α-methoxyphenylacetic acid COC(C(=O)O)C1=CC=CC=C1